N1(CCCC1)CCCN 3-(pyrrolidinyl)propan-1-amine